[2-(aminomethyl)-3,3-difluoro-allyl]-4-[6-[4-(morpholine-4-carbonyl)phenyl]-2-pyridinyl]-1,2,4-triazol-3-one trifluoroacetate salt FC(C(=O)O)(F)F.NCC(CC=1N(C(NN1)=O)C1=NC(=CC=C1)C1=CC=C(C=C1)C(=O)N1CCOCC1)=C(F)F